(1R,2S,3S,6S)-3-(((7-Fluoroquinolin-6-yl)methyl)amino)-6-((imidazo[1,2-a]pyridin-8-ylmethyl)amino)cyclohexane-1,2-diol FC1=C(C=C2C=CC=NC2=C1)CN[C@@H]1[C@@H]([C@@H]([C@H](CC1)NCC=1C=2N(C=CC1)C=CN2)O)O